4-morpholino-N-(4-phenyl-1H-imidazol-2-yl)pyrido[3',2':4,5]furo[3,2-d]pyrimidin-2-amine hydrochloride Cl.O1CCN(CC1)C=1C2=C(N=C(N1)NC=1NC=C(N1)C1=CC=CC=C1)C1=C(O2)N=CC=C1